3,3-dimethyl-2-oxa-8-azaspiro[4.5]decane hydrochloride Cl.CC1(OCC2(C1)CCNCC2)C